FC=1C(=C(C=CC1)O)C=1C(=CC2=C(N=C(N=C2N2[C@@H](CNCC2)C)N2CCOCC2)N1)F 3-fluoro-2-(6-fluoro-4-((R)-2-methylpiperazin-1-yl)-2-morpholinopyrido[2,3-d]pyrimidin-7-yl)phenol